CS(=O)(=O)C=1C=C(CNC2=NC(=NC=C2C(F)(F)F)NC2=CC=C(C=C2)N2CCN(CC2)CC=2C(=NC=CC2)C2C(NC(CC2)=O)=O)C=CC1 3-(3-((4-(4-((4-((3-(methylsulfonyl)benzyl)amino)-5-(trifluoromethyl)pyrimidin-2-yl)amino)phenyl)piperazin-1-yl)methyl)pyridin-2-yl)piperidine-2,6-dione